C1(=CC=CC=C1)NC1=CC=C(C=C1)NC(CCCCCC)C N-phenyl-N'-1-methylheptyl-p-phenylenediamine